(2-fluoro-4-(2,6-diazaspiro[3.3]hept-2-yl)phenyl)-6-methoxy-2-methyl-2H-indazole-5-carboxamide TFA salt OC(=O)C(F)(F)F.FC1=C(C=CC(=C1)N1CC2(C1)CNC2)C=2N(N=C1C=C(C(=CC21)C(=O)N)OC)C